C(#N)C=1C(=C(C=CC1)C(C(=O)O)(C)F)C 2-(3-Cyano-2-methyl-phenyl)-2-fluoro-propionic acid